tert-butyl 4-((1s,4s)-4-(hydroxymethyl) cyclohexyl)-piperazine-1-carboxylate OCC1CCC(CC1)N1CCN(CC1)C(=O)OC(C)(C)C